Tert-butyl (5-acrylamido-4-((2-(dimethylamino)ethyl)(methyl)amino)-2-methoxyphenyl)-carbamate C(C=C)(=O)NC=1C(=CC(=C(C1)NC(OC(C)(C)C)=O)OC)N(C)CCN(C)C